2-methoxy-5,6,8-trihydroxy-1,4-naphthoquinone COC=1C(C2=C(C=C(C(=C2C(C1)=O)O)O)O)=O